OCCN N-mono(2-hydroxyethyl)amine